NC1=CC(=C(C=C1)N1CCC2(CC(C2)N2CCC(CC2)COC2=CC(=C3C(NC(=NC3=C2)CSC2CCOCC2)=O)F)CC1)F 7-((1-(7-(4-amino-2-fluorophenyl)-7-azaspiro[3.5]nonan-2-yl)piperidin-4-yl)methoxy)-5-fluoro-2-(((tetrahydro-2H-pyran-4-yl)thio)methyl)quinazolin-4(3H)-one